6-Chloro-2-methyl-3-(1-methyl-1H-1,2,4-triazol-3-yl)pyridine ClC1=CC=C(C(=N1)C)C1=NN(C=N1)C